C(#N)C=1C(=NC(=C(C1CC)C#N)N(C)C)SCC=1C=NN(C1)CC(=O)N 2-(4-(((3,5-dicyano-6-(dimethylamino)-4-ethylpyridin-2-yl)sulfanyl)methyl)-1H-pyrazol-1-yl)acetamide